COC=1C=C(OC2=CC=C(C=N2)NC2=NC=NC=C2N)C=CC1C N4-[6-(3-methoxy-4-methyl-phenoxy)-3-pyridinyl]pyrimidine-4,5-diamine